C(C)(=O)NCCC[Si](OC)(OC)OC 3-Acetylaminopropyl-trimethoxysilane